tert-butyl ((3S,4S)-3-methyl-8-(5-methyl-4-oxo-4,5-dihydro-2H-pyrazolo[3,4-d]pyrimidin-6-yl)-2-oxa-8-azaspiro[4.5]decan-4-yl)carbamate C[C@@H]1OCC2([C@@H]1NC(OC(C)(C)C)=O)CCN(CC2)C=2N(C(C=1C(N2)=NNC1)=O)C